C1=CC=CC=2C3=CC=CC=C3N(C12)CC1=CC=C(C=C)C=C1 4-(N-carbazolyl)methyl-styrene